(2S,2'S)-3,3'-(((4-(4-((S)-2-carboxy-2-((R)-pyrrolidin-3-yl)ethyl)phenyl)piperidin-1-yl)methylene)bis(3,1-phenylene))bis(2-((R)-pyrrolidin-3-yl)propionic acid) hydrochloride Cl.C(=O)(O)[C@@H](CC1=CC=C(C=C1)C1CCN(CC1)C(C=1C=C(C=CC1)C[C@H](C(=O)O)[C@@H]1CNCC1)C=1C=C(C=CC1)C[C@H](C(=O)O)[C@@H]1CNCC1)[C@@H]1CNCC1